(R)-4-methoxy-6-(1-(pyrrolidin-3-yl)-1H-pyrazol-4-yl)pyrazolo[1,5-a]pyridine-3-carbonitrile COC=1C=2N(C=C(C1)C=1C=NN(C1)[C@H]1CNCC1)N=CC2C#N